C(C)(=O)[O-] acetic acid anion